tert-Butyl 3-[4-(4-[3-cyano-4-methoxypyrazolo[1,5-a]pyridin-6-yl]-5-methylpyrazol-1-yl) piperidin-1-yl]azetidine-1-carboxylate C(#N)C=1C=NN2C1C(=CC(=C2)C=2C=NN(C2C)C2CCN(CC2)C2CN(C2)C(=O)OC(C)(C)C)OC